O1CCN(CC1)CCC 3-Morpholinopropan